8-(3-((4-methylpiperazin-1-yl)methyl)-4-(trifluoromethyl)phenyl)pyrido[2,3-d]pyrimidin-7(8H)-one CN1CCN(CC1)CC=1C=C(C=CC1C(F)(F)F)N1C(C=CC2=C1N=CN=C2)=O